FC=1C(=CC=C2C(C(NC12)=O)=O)C 7-fluoro-6-methylindoline-2,3-dione